C1(CC1)C1=NC=NC(=C1C1=NN2C(N(C(C(=C2)C)=O)CC2=CC=C(C=C2)C=2N(C=C(N2)C(F)(F)F)CC)=N1)OC 2-(4-cyclopropyl-6-methoxypyrimidin-5-yl)-4-(4-(1-ethyl-4-(trifluoromethyl)-1H-imidazol-2-yl)benzyl)-6-methyl-[1,2,4]triazolo[1,5-a]pyrimidin-5(4H)-one